trans-methyl 4-[[5-[2-(2-amino-3-pyridyl)-5-phenyl-imidazo[4,5-b]pyridin-3-yl]-2-pyridyl]carbamoyl]cyclohexanecarboxylate NC1=NC=CC=C1C1=NC=2C(=NC(=CC2)C2=CC=CC=C2)N1C=1C=CC(=NC1)NC(=O)[C@@H]1CC[C@H](CC1)C(=O)OC